C(C)OC(CC(C1=C(C2=C(N(N=N2)C)C=C1)C)C1=C2CCN(CC2=CC=C1)C(=O)C1(CC1)C1=CC=CC=C1)=O (l)-3-[2-(1-Phenylcyclopropanoyl)-1,2,3,4-tetrahydroisoquinolin-5-yl]-3-(1,4-dimethylbenzotriazol-5-yl)propionic acid ethyl ester